(2R,3R,4R,5S)-4-(4-chloro-2-fluorophenyl)-3-(4-chlorophenyl)-4-cyano-5-neopentyl-pyrrolidine-2-carboxylic acid tert-butyl ester C(C)(C)(C)OC(=O)[C@@H]1N[C@H]([C@]([C@H]1C1=CC=C(C=C1)Cl)(C#N)C1=C(C=C(C=C1)Cl)F)CC(C)(C)C